4,4'-[(3-hydroxyphenyl)methylene]bis(2,3,6-trimethylphenol) OC=1C=C(C=CC1)C(C1=C(C(=C(C(=C1)C)O)C)C)C1=C(C(=C(C(=C1)C)O)C)C